(S)-2-((1-(5-(3,4-dichlorophenyl)-1,2,4-oxadiazol-3-yl)ethyl)carbamoyl)-4-methoxypyridin-3-yl isobutyl carbonate C(OC=1C(=NC=CC1OC)C(N[C@@H](C)C1=NOC(=N1)C1=CC(=C(C=C1)Cl)Cl)=O)(OCC(C)C)=O